N-{3-[(3-methylbut-2-en-1-yl){methyl[trans-4-(pyridin-4-yl)cyclohexyl]carbamoyl}amino]phenyl}benzamide CC(=CCN(C=1C=C(C=CC1)NC(C1=CC=CC=C1)=O)C(N([C@@H]1CC[C@H](CC1)C1=CC=NC=C1)C)=O)C